(tert-butoxycarbonylamino)methyl-potassium C(C)(C)(C)OC(=O)NC[K]